CC1=C(C=CC(=C1C)OC)OC 2,3-dimethyl-1,4-dimethoxybenzene